FC=1C=NC=CC1B(O)O (3-fluoropyrid-4-yl)boronic acid